benzopyreneethanol C=1(C=CC=2C=CC=3C=CC=C4C5=C(C1C2C43)C=CC=C5)CCO